1-fluoro-3-(4-(pyridine-4-ylmethyl)-1H-imidazol-2-yl)cyclobutene-1-carbonitrile FC1(C=C(C1)C=1NC=C(N1)CC1=CC=NC=C1)C#N